C(C)(=O)C1=CC2=C(C(N(C=C2C2CC2)C2=NC(=CC(=C2)C2=C(C=C(C#N)C=C2)C=2N(C=CN2)C)C2CC2)=O)N1COCC[Si](C)(C)C 4-[2-[2-acetyl-4-cyclopropyl-7-oxo-1-(2-trimethylsilylethoxymethyl)pyrrolo[2,3-c]pyridin-6-yl]-6-cyclopropylpyridin-4-yl]-3-(1-methylimidazol-2-yl)benzonitrile